Phenanthro[3,2-b]furan-7,11-dione C1=C2C=3C(C=4OC=CC4C(C3C=CC2=CC=C1)=O)=O